N4-cyclohexyl-N2-(3-fluoro-5-iodophenyl)quinazoline-2,4-diamine C1(CCCCC1)NC1=NC(=NC2=CC=CC=C12)NC1=CC(=CC(=C1)I)F